6-methyl-3(2H)-pyridazinone CC=1C=CC(NN1)=O